4-(tert-butyl)-9,10-bis(2-n-hexadecenyl-2-carboxyethyl)carbonyloxyanthracene C(C)(C)(C)C1=CC=CC2=C(C3=CC=CC=C3C(=C12)OC(=O)CC(C=CCCCCCCCCCCCCCC)C(=O)O)OC(=O)CC(C(=O)O)C=CCCCCCCCCCCCCCC